FC(C(=O)O)(F)F.N=1N(N=CC1)CC12CC(CC(N1)C2)C cis-1-((2H-1,2,3-triazol-2-yl)methyl)-3-methyl-6-azabicyclo[3.1.1]heptane trifluoroacetate